N-[1-(4-Chloro-3-cyano-1H-indol-7-yl)piperidin-4-yl]-4-[4-(dibutoxymethyl)piperidin-1-yl]-3-methylbenzamide ClC1=C2C(=CNC2=C(C=C1)N1CCC(CC1)NC(C1=CC(=C(C=C1)N1CCC(CC1)C(OCCCC)OCCCC)C)=O)C#N